N-(6-chloro-4-methoxypyridin-3-yl)-3-(2-isopropylphenyl)-1-(4-oxo-4,5-dihydrooxazol-2-yl)azetidine-3-carboxamide ClC1=CC(=C(C=N1)NC(=O)C1(CN(C1)C=1OCC(N1)=O)C1=C(C=CC=C1)C(C)C)OC